NC1(C(N(CCC1C1=CC=C(C=C1)N)N)(N)CNC(=O)OC(C)(C)C)C1=CC=CC=C1 aminophenyl-4-p-aminophenyl(tert-butoxycarbonyl)aminomethylpiperidineDiamine